pyridin-2-ylmethyl (trans-4-((4-(4-hydroxypiperidin-1-yl)-5-(trifluoromethyl)pyrimidin-2-yl)amino)cyclohexyl)(2'-methoxy-5,5'-bipyrimidin-2-yl)carbamate OC1CCN(CC1)C1=NC(=NC=C1C(F)(F)F)N[C@@H]1CC[C@H](CC1)N(C(OCC1=NC=CC=C1)=O)C1=NC=C(C=N1)C=1C=NC(=NC1)OC